C(C)OC1=C(C(OCC)(OCC)OCC)C=CC=C1 tetraethoxytoluene